6-((4-(oxetan-3-yl)piperazin-1-yl)methyl)quinoline-2-carbaldehyde O1CC(C1)N1CCN(CC1)CC=1C=C2C=CC(=NC2=CC1)C=O